CN(C(=O)N1CCN(CC1)C=1C=CC(=NC1)C=1C=NC=2N(C1)N=CC2C(=O)NC21CCC(CC2)(CC1)O)C (s)-6-(5-(4-(Dimethylcarbamoyl)piperazin-1-yl)pyridin-2-yl)-N-(4-hydroxybicyclo[2.2.2]oct-1-yl)Pyrazolo[1,5-a]pyrimidine-3-carboxamide